BrCC(C1=CC=C(C=C1)[N+](=O)[O-])C(=O)C(CBr)C1=CC=C(C=C1)[N+](=O)[O-] 2-bromo-1-(4-nitrophenyl)ethyl ketone